(3-aminophenyl)(3-methoxyphenyl)methanol NC=1C=C(C=CC1)C(O)C1=CC(=CC=C1)OC